(S)-(3-(1-amino-1,3-dihydrospiro[indene-2,4'-piperidin]-1'-yl)-6-(3-methylbut-1-en-1-yl)pyrazin-2-yl)methanol N[C@@H]1C2=CC=CC=C2CC12CCN(CC2)C=2C(=NC(=CN2)C=CC(C)C)CO